ClC1=C(C(=CC=C1)C)NC(=O)C1=CN=C(S1)NC1=NC(=NC(=C1)N1CCN(CC1)C(CCCN1CCN(CC1)C1=CC=C(C=C1)C1C(NC(CC1)=O)=O)=O)C N-(2-chloro-6-methylphenyl)-2-((6-(4-(4-(4-(4-(2,6-dioxopiperidin-3-yl)phenyl)piperazin-1-yl)butanoyl)piperazin-1-yl)-2-methylpyrimidin-4-yl)amino)thiazole-5-carboxamide